NC1=C2NC(N(C2=NC(=N1)OCCCC)CC=1C=C(C=CC1)CC(=O)O)=O 2-(3-{[6-amino-2-butoxy-8-oxo-7H-purin-9(8H)-yl]methyl}phenyl)acetic acid